4-[1-(2,6-dioxo-3-piperidinyl)-3-methyl-2-oxo-benzimidazol-5-yl]piperazine-1-carboxylic acid tert-butyl ester C(C)(C)(C)OC(=O)N1CCN(CC1)C1=CC2=C(N(C(N2C)=O)C2C(NC(CC2)=O)=O)C=C1